(1-{6-[(2,6-difluorophenyl)oxy]-4-methylpyridin-3-yl}-5-(methylamino)pyrazol-4-yl)[6-(oxetan-3-yl)-5,6,7,8-tetrahydro-1H-pyrrolo[2,3-g]isoquinolin-2-yl]methanone FC1=C(C(=CC=C1)F)OC1=CC(=C(C=N1)N1N=CC(=C1NC)C(=O)C1=CC=2C(=CC=3CCN(CC3C2)C2COC2)N1)C